1-phenyl-vinyl-phosphine C1(=CC=CC=C1)C(=C)P